(6R)-11-[[4-[(2-chloro-4-pyridyl)oxy]-3,5-difluoro-phenyl]methoxy]-2,8,10-triazatricyclo[6.4.0.02,6]dodeca-1(12),10-dien-9-one ClC1=NC=CC(=C1)OC1=C(C=C(C=C1F)COC1=NC(N2C[C@H]3CCCN3C2=C1)=O)F